N-((1-((2-(3,5-dichloro-phenyl)-6-((2-(4-(2-(methylsulfonyl)ethyl)piperazin-1-yl)pyrimidin-5-yl)oxy)pyridin-4-yl)methyl)piperidin-4-yl)methyl)acetamide ClC=1C=C(C=C(C1)Cl)C1=NC(=CC(=C1)CN1CCC(CC1)CNC(C)=O)OC=1C=NC(=NC1)N1CCN(CC1)CCS(=O)(=O)C